methyl 1-(2-chloro-5-methylpyridin-4-yl)-1H-imidazole-4-carboxylate ClC1=NC=C(C(=C1)N1C=NC(=C1)C(=O)OC)C